N1=CC(=C2N1C=CC=N2)C=O pyrazolo[1,5-a]pyrimidin-3-yl-methanone